N-benZyl-N-(1-(3-iodophenyl)vinyl)acetamide C(C1=CC=CC=C1)N(C(C)=O)C(=C)C1=CC(=CC=C1)I